tert-butyl 8-[2-fluoro-4-(4,4,5,5-tetramethyl-1,3,2-dioxaborolan-2-yl)phenyl]-2-azaspiro[4.5]dec-7-ene-2-carboxylate FC1=C(C=CC(=C1)B1OC(C(O1)(C)C)(C)C)C1=CCC2(CCN(C2)C(=O)OC(C)(C)C)CC1